BrC1=NC=CC(=C1)NCC=1N=C2N(C=C(C=C2CNC)C2CC2)C1 2-bromo-N-((6-cyclopropyl-8-((methylamino)methyl)imidazo[1,2-a]pyridin-2-yl)-methyl)pyridin-4-amine